5-[[(3,4-dimethylpyrimido[4',5':4,5]thieno[2,3-c]pyridazin-8-yl)amino]methyl]-2-fluoro-N-(3-fluorocyclobutyl)benzamide CC1=C(C2=C(N=N1)SC1=C2N=CN=C1NCC=1C=CC(=C(C(=O)NC2CC(C2)F)C1)F)C